N'-(3-methyl-2-hydroxybenzylidene)-2-((3-chlorophenyl)amino)butanoyl-hydrazine CC=1C(=C(C=NNC(C(CC)NC2=CC(=CC=C2)Cl)=O)C=CC1)O